C(CCC)OC(N(C)CC(=O)NC1=NC(=CC=C1)Br)=O.C(C)(C)(C)C(C)(C)C1=CC(=CC=C1)C(C)(C)C(C)(C)C 1,3-bis(t-butylisopropyl)benzene butyl-(2-((6-bromopyridin-2-yl)amino)-2-oxoethyl)(methyl)carbamate